2-(6-(4-(5-(benzyloxy)-6-methylpyrimidine-4-carbonyl)piperazin-1-yl)-2-(dimethylamino)-5-ethyl-7-oxo-[1,2,4]triazolo[1,5-a]pyrimidin-4(7H)-yl)acetic acid C(C1=CC=CC=C1)OC=1C(=NC=NC1C)C(=O)N1CCN(CC1)C1=C(N(C=2N(C1=O)N=C(N2)N(C)C)CC(=O)O)CC